ethyl (1S,5R,8R,9S,Z)-5-acetoxybicyclo[6.1.0]non-3-ene-9-carboxylate C(C)(=O)O[C@H]1\C=C/C[C@@H]2[C@H]([C@@H]2CC1)C(=O)OCC